COC=1C=C(SC1C(=O)OC)C=1CCN(CC1)C(=O)OC(C)(C)C tert-butyl 4-[4-methoxy-5-(methoxycarbonyl) thiophen-2-yl]-3,6-dihydro-2H-pyridine-1-carboxylate